C(C=C)(=O)OC1=CC=CC=2SC3=CC=CC=C3C(C12)=O 1-(acryloyloxy)thioxanthone